NC1=NC=CC=C1C1=NC=2C(=NC(=CC2)C2=NN(N=C2C)C)N1C1=CC=C(C=C1)CO (4-(2-(2-Aminopyridin-3-yl)-5-(2,5-dimethyl-2H-1,2,3-triazol-4-yl)-3H-imidazo[4,5-b]pyridin-3-yl)phenyl)methanol